COC1=CC(=C2C=NNC2=C1)C=1N=NN(C1)CC=1N=C2N(C=C(C=C2)CN)C1 1-[2-[[4-(6-methoxy-1H-indazol-4-yl)triazol-1-yl]methyl]imidazo[1,2-a]pyridin-6-yl]methylamine